C(N(C=1C(C(=O)[O-])=CC=CC1)C)N(C=1C(C(=O)[O-])=CC=CC1)C methylenebis(methyl anthranilate)